5-(4-(6-nitrobenzo[d]thiazol-2-yl)phenyl)pyridin-2-amine [N+](=O)([O-])C1=CC2=C(N=C(S2)C2=CC=C(C=C2)C=2C=CC(=NC2)N)C=C1